1-(4-((4-((3'-(azetidin-1-yl)-4-methoxy-[1,1'-biphenyl]-3-yl)amino)-7-methoxyquinazolin-6-yl)oxy)piperidin-1-yl)prop-2-en-1-one N1(CCC1)C=1C=C(C=CC1)C1=CC(=C(C=C1)OC)NC1=NC=NC2=CC(=C(C=C12)OC1CCN(CC1)C(C=C)=O)OC